N-((R)-1-(3-amino-5-(trifluoromethyl)phenyl)ethyl)-7-methoxy-2-methyl-6-(((S)-tetrahydrofuran-3-yl)oxy)quinolin-4-amine NC=1C=C(C=C(C1)C(F)(F)F)[C@@H](C)NC1=CC(=NC2=CC(=C(C=C12)O[C@@H]1COCC1)OC)C